CN(C=O)C1=CSC=C1 N-methyl-N-3-thienyl-formamide